C1(CC1)N1N=C(C2=CC(=CC=C12)C=1N=C2N(C(C1C)=O)C=C(C=C2[C@@H](C)NC2=C(C(=O)O)C=CC=C2)C)C (R)-2-((1-(2-(1-cyclopropyl-3-methyl-1H-indazol-5-yl)-3,7-dimethyl-4-oxo-4H-pyrido[1,2-a]pyrimidin-9-yl)ethyl)amino)benzoic acid